di-tert-butyl (((S)-6-amino-1-(tert-butoxy)-1-oxohexan-2-yl) carbamoyl)-L-glutamate NCCCC[C@@H](C(=O)OC(C)(C)C)NC(=O)N[C@@H](CCC(=O)OC(C)(C)C)C(=O)OC(C)(C)C